4-methyl-3-(1-(5-(morpholinomethyl)pyridin-3-yl)pyrrolidin-3-yl)-N-(3-(trifluoromethyl)phenyl)benzamide benzyl-2-(diethoxyphosphoryl)acetate C(C1=CC=CC=C1)OC(CP(=O)(OCC)OCC)=O.CC1=C(C=C(C(=O)NC2=CC(=CC=C2)C(F)(F)F)C=C1)C1CN(CC1)C=1C=NC=C(C1)CN1CCOCC1